ClC=1C=C2C(C(=C(OC2=CC1)C(=O)NCCCN(C)C)C(C1=CN=C(C(=C1)OC)OC)=O)=O 6-Chloro-3-(5,6-dimethoxynicotinoyl)-N-(3-(dimethylamino)propyl)-4-oxo-4H-chromene-2-carboxamide